BrCC(=O)C1=CC=C(C=C1)Cl 2-bromo-1-(4-chlorophenyl)ethan-1-one